5-(5-(2-(3-aminopropoxy)-6-methoxyphenyl)-1H-pyrazol-3-ylamino)pyrazine-2-carbonitrile dimesylate salt S(C)(=O)(=O)O.S(C)(=O)(=O)O.NCCCOC1=C(C(=CC=C1)OC)C1=CC(=NN1)NC=1N=CC(=NC1)C#N